NC=1N=CN(C1)C1CC(C1)C#N 3-(4-amino-1H-imidazol-1-yl)cyclobutanenitrile